C1(CC1)CN1C(=CC2=CC=CC=C12)C1=NC2=C(N1CC1CN(C1)C(C1=CC=C(C=C1)F)=O)C(=CC(=C2)C(=O)N2[C@@H]1CC[C@H](C2)[C@H]1N)OC (1R,4R,7R)-2-{2-[1-(cyclopropylmethyl)-1H-indol-2-yl]-1-{[1-(4-fluorobenzoyl)azetidin-3-yl]methyl}-7-methoxy-1H-1,3-benzodiazole-5-carbonyl}-2-azabicyclo[2.2.1]heptan-7-amine